2-amino-2-(1-dodecyl-1H-1,2,3-triazole-4-yl)-1,3-propanediol NC(CO)(CO)C=1N=NN(C1)CCCCCCCCCCCC